1,2-diacetoxy-3-propanol C(C)(=O)OCC(CO)OC(C)=O